4-((4-amino-2-isopropyl-1H-imidazo[4,5-c]Quinolin-1-yl)methyl)benzylcarbamic acid 2-methacrylamidoethyl ester C(C(=C)C)(=O)NCCOC(NCC1=CC=C(C=C1)CN1C(=NC=2C(=NC=3C=CC=CC3C21)N)C(C)C)=O